1-Phenyl-3-(4'-chlorophenyl)-2(1H)pyridone C1(=CC=CC=C1)N1C(C(=CC=C1)C1=CC=C(C=C1)Cl)=O